(4S)-1-(3-bromophenyl)-4-hydroxy-pyrrolidin-2-one BrC=1C=C(C=CC1)N1C(C[C@@H](C1)O)=O